Z-Butyl (2s,4s)-6-oxo-7-oxa-5-azaspiro[3.4]octane-2-carboxylate O=C1NC2(CC(C2)C(=O)OCCCC)CO1